5-((3-(4-((4-aminopiperidin-1-yl)sulfonyl)phenoxy)azetidin-1-yl)methyl)-2-(2,6-dioxopiperidin-3-yl)isoindoline-1,3-dione NC1CCN(CC1)S(=O)(=O)C1=CC=C(OC2CN(C2)CC=2C=C3C(N(C(C3=CC2)=O)C2C(NC(CC2)=O)=O)=O)C=C1